OC[C@@H](C)NC1=NC(N(C2=CC(=CC=C12)C(F)(F)F)C1=CC=CC=C1)=O (R)-4-((1-hydroxy-propan-2-yl)amino)-1-phenyl-7-(trifluoromethyl)quinazolin-2(1H)-one